C(C)(C)(C)OC(=O)N[C@H]1CN(CC[C@@H]2N(C1=O)[C@@H](CC2)C(=O)OC)C(=O)OC dimethyl (5S,8S,10aR)-5-((tert-butoxycarbonyl)amino)-6-oxooctahydropyrrolo[1,2-a][1,5]diazocine-3,8(4H)-dicarboxylate